2-(dimethylamino)ethyl 3,6-dichloro-2-methoxybenzoate ClC=1C(=C(C(=O)OCCN(C)C)C(=CC1)Cl)OC